ethyl (Z)-4-((tert-butoxycarbonyl)(methyl)amino)-2-chlorobut-2-enoate C(C)(C)(C)OC(=O)N(C\C=C(\C(=O)OCC)/Cl)C